ClC1=CC(=C(COC2=CC=CC(=N2)C2CCN(CC2)CC2=NC3=C(N2C[C@H]2OCC2)C=C(C=C3OC)C#CC(=O)O)C=C1)F (S)-3-(2-((4-(6-((4-Chloro-2-fluorobenzyl)oxy)pyridin-2-yl)piperidin-1-yl)methyl)-4-methoxy-1-(oxetan-2-ylmethyl)-1H-benzo[d]imidazol-6-yl)propiolic acid